OCC1=CC=C(C=C1)C1=C2C=CN(C(C2=CN=C1)=O)CC=1N=C2N(C=C(C=C2)C)C1 5-(4-(hydroxymethyl)phenyl)-2-((6-methylimidazo[1,2-a]pyridin-2-yl)methyl)-2,7-naphthyridin-1(2H)-one